N-(4-(4-amino-7-(1-methyl-1H-imidazol-4-yl)-3-(4-((4-methylpyrimidin-2-yl)oxy)phenyl)thieno[3,2-c]pyridin-2-yl)-3-fluorophenyl)methacrylamide NC1=NC=C(C2=C1C(=C(S2)C2=C(C=C(C=C2)NC(C(=C)C)=O)F)C2=CC=C(C=C2)OC2=NC=CC(=N2)C)C=2N=CN(C2)C